Zinc thiosulfate S(=S)(=O)([O-])[O-].[Zn+2]